O[C@H](C(C)=O)[C@H]([C@H]([C@H](CO)O)O)O (3S,4S,5S,6S)-3,4,5,6,7-pentahydroxyheptanone